[Sr].[Zn].[Ga].[Li] lithium gallium zinc strontium